1-hydroxy-4-methyl-6-(2,4,4-trimethylpentyl)-2(1H)pyridone ON1C(C=C(C=C1CC(CC(C)(C)C)C)C)=O